O1C(CCCC1)OCC=1C=NC=CC1B(O)O 3-[(oxan-2-yloxy)methyl]pyridin-4-ylboronic acid